ClC=1C=C(C(=NC1)OC)S(=O)(=O)NC1=C(C(=C(C=C1)F)NCC=1C=C2C(=NC1)NN=C2C)F 5-chloro-N-[2,4-difluoro-3-[([3-methyl-1H-pyrazolo[3,4-b]pyridin-5-yl]methyl)amino]phenyl]-2-methoxypyridine-3-sulfonamide